Calcium iminodisuccinate N(C(C(=O)[O-])CC(=O)[O-])C(C(=O)[O-])CC(=O)[O-].[Ca+2].[Ca+2]